6-fluoro-pyridine-2-carboxylic acid methyl ester COC(=O)C1=NC(=CC=C1)F